1-(7-bromo-2,3-dihydro-4H-benzo[b][1,4]oxazin-4-yl)-3-chloropropane-1-one BrC=1C=CC2=C(OCCN2C(CCCl)=O)C1